NC1=C(C=C(C=N1)NC(C(=O)N1[C@H](CC[C@@H](C1)C)C1=CC=C(C=C1)N)=O)C N-(6-amino-5-methyl-3-pyridyl)-2-[(2R,5S)-2-(4-aminophenyl)-5-methyl-1-piperidyl]-2-oxo-acetamide